FC1=C(OC=2C=CN=C3C=C(C(=NC23)OC)OC)C(=CC(=C1)[N+](=O)[O-])F 8-(2,6-difluoro-4-nitrophenoxy)-2,3-dimethoxy-1,5-naphthyridine